2-(5-((4-([1,1'-biphenyl]-3-yl)-5-chloropyrimidin-2-yl)amino)pyridin-3-yl)-8-(7-bromoheptanoyl)-2,8-diazaspiro[4.5]decan-3-one C1(=CC(=CC=C1)C1=NC(=NC=C1Cl)NC=1C=C(C=NC1)N1CC2(CC1=O)CCN(CC2)C(CCCCCCBr)=O)C2=CC=CC=C2